4-[4-(cyclopropanecarbonylamino)-2-pyrrolidin-1-ylbenzoyl]-3-pyrimidin-5-ylpiperazine-1-carboxylic acid tert-butyl ester C(C)(C)(C)OC(=O)N1CC(N(CC1)C(C1=C(C=C(C=C1)NC(=O)C1CC1)N1CCCC1)=O)C=1C=NC=NC1